1-(aminomethyl)-N-(1-((6-(trifluoromethoxy)benzo[d]thiazol-2-yl)carbamoyl)cyclobutyl)cyclopentane-1-carboxamide NCC1(CCCC1)C(=O)NC1(CCC1)C(NC=1SC2=C(N1)C=CC(=C2)OC(F)(F)F)=O